[Zn].[B].[Al].BrC1=CC=C(C=C1)C1CC(CC1)=O 3-(4-bromophenyl)cyclopentanone aluminum-boron-zinc